COC1=C(C=O)C(=CC=C1)NC1CCNCC1 2-Methoxy-6-(piperidin-4-ylamino)benzaldehyde